FC1=CC=C(C=C1)C1=NOC(=C1COC1=CC=C(C=N1)C=1N=NN2C1COCC2)C 3-(6-((3-(4-fluorophenyl)-5-methylisoxazol-4-yl)methoxy)pyridin-3-yl)-6,7-dihydro-4H-[1,2,3]triazolo[5,1-c][1,4]oxazine